1-ethyl-2-oxo-N-(tetrahydrofuran-3-yl)-1,2-dihydrobenzo[cd]indole-6-sulfonamide C(C)N1C(C2=C3C(C(=CC=C13)S(=O)(=O)NC1COCC1)=CC=C2)=O